ClC1=NC=C(C(=C1)NC=1C=C(CCOCC2=CC=CC(=N2)NC(OC(C)(C)C)=O)C=C(C1OC)C1=NC=C(C=N1)C)C(NC)=O tert-butyl (6-((3-((2-Chloro-5-(methylcarbamoyl)pyridin-4-yl)amino)-4-methoxy-5-(5-methylpyrimidin-2-yl)phenethoxy) Methyl)pyridin-2-yl)carbamate